sodium 3,5-di-t-butylbenzenesulfonate C(C)(C)(C)C=1C=C(C=C(C1)C(C)(C)C)S(=O)(=O)[O-].[Na+]